BrCC1=CC=C(C=N1)C1=NOC(=N1)C(F)(F)F 3-[6-(bromomethyl)pyridin-3-yl]-5-(trifluoromethyl)-1,2,4-oxadiazole